N2-(3,5-Dimethoxyphenyl)-5-(1-methyl-1H-pyrazol-4-yl)-N4-(1,2,3,4-tetrahydroisoquinolin-7-yl)pyrimidine-2,4-diamine COC=1C=C(C=C(C1)OC)NC1=NC=C(C(=N1)NC1=CC=C2CCNCC2=C1)C=1C=NN(C1)C